methyl 4-(5-fluoro-3-{[3-fluoro-5-(2-hydroxypropan-2-yl)phenyl] methoxy} pyridin-2-yl)-5-methylthiophene-2-carboxylate FC=1C=C(C(=NC1)C=1C=C(SC1C)C(=O)OC)OCC1=CC(=CC(=C1)C(C)(C)O)F